2,5'-dihydroxyacetophenone OCC(=O)C1=CC=CC(=C1)O